ClC(C(=O)OC(C)(C)C)(Cl)Cl tert-butyl 2,2,2-trichloroacetate